C(#N)C=1C=C(C(=O)N)C=C(C1C(C)(C)O)C1=CC2=C(NC(=N2)C)C=C1 3-cyano-4-(2-hydroxypropan-2-yl)-5-(2-methyl-1H-benzimidazol-5-yl)benzamide